(Z)-9-tetradecenoic acid isohexyl ester C(CCC(C)C)OC(CCCCCCC\C=C/CCCC)=O